ClC1=C(C=CC(=C1)C(=O)N1[C@H]([C@@H](N(CC1)C1=CC(=CC=C1)Cl)C)C)S(=O)CC(=O)OC1CCCCC1 Cyclohexyl 2-((2-chloro-4-(4-(3-chlorophenyl)-trans-2,3-dimethylpiperazine-1-carbonyl)phenyl)sulfinyl)acetate